FC(C(C=1C=CC2=C(OC3=C2C=C(C=C3)C=O)C1)NC1(CCCCC1)C(=O)O)(F)F 1-((2,2,2-trifluoro-1-(8-formyldibenzo[b,d]furan-3-yl)ethyl)amino)cyclohexane-1-carboxylic acid